N-[3-[4-(2-methoxyethoxymethyl)pyrimidin-2-yl]-4-methylphenyl]-3-methyl-6-azabicyclo[3.1.1]heptane-6-carboxamide COCCOCC1=NC(=NC=C1)C=1C=C(C=CC1C)NC(=O)N1C2CC(CC1C2)C